C(C1=CC=CC=C1)=C1CCC(CC1)C(C=O)C 2-(4-benzylidenecyclohexyl)propanal